BrC1=CC=C(CC23CCC(CC2)(N3C(=O)OC(C)(C)C)CO[Si](C)(C)C(C)(C)C)C=C1 tert-Butyl 1-(4-bromobenzyl)-4-(((tert-butyldimethylsilyl)oxy)methyl)-7-azabicyclo[2.2.1]heptane-7-carboxylate